γ-glutamyl-S-allylcysteine N[C@@H](CCC(=O)N[C@@H](CSCC=C)C(=O)O)C(=O)O